1-(4-(3-nitrobenzyl) piperazine-1-carbonyl) naphthalene-2-ylmethanesulfonate C1=C(C=CC2=CC=CC=C12)CS(=O)(=O)OC(=O)N1CCN(CC1)CC1=CC(=CC=C1)[N+](=O)[O-]